C1(CCCC1)N1C(C(=CC2=C1N=C(N=C2)NC2=NC=C(C=C2)N2CC(NCC2)C)C#N)=O 8-cyclopentyl-2-((5-(3-methylpiperazin-1-yl)pyridin-2-yl)amino)-7-oxo-7,8-dihydropyrido[2,3-d]pyrimidine-6-carbonitrile